C(#C)C1=CC=2N(C=C1)C(=C(N2)C2=CC=CC=C2)NC2=CC=C(C(=O)OC)C=C2 Methyl 4-((7-ethynyl-2-phenylimidazo[1,2-a]pyridin-3-yl)amino)benzoate